C(C)(C)(C)[Si](OC=1C=C2C(=NN(C2=CC1)C1OCCCC1)B1OC(C(O1)(C)C)(C)C)(C)C tert-butyl-dimethyl-[1-tetrahydropyran-2-yl-3-(4,4,5,5-tetramethyl-1,3,2-dioxaborolan-2-yl)indazol-5-yl]oxy-silane